C1(CCC1)C1=C(C=C2C=C(C(=NC2=C1)OC)C(=O)OCC)C=C ethyl 7-cyclobutyl-2-methoxy-6-vinylquinoline-3-carboxylate